2-(4,5-diphenyl-1H-imidazol-2-yl)-aniline C1(=CC=CC=C1)C=1N=C(NC1C1=CC=CC=C1)C1=C(N)C=CC=C1